ClC=1C(=C2NC(C=3N(C2=C(C1)C)C(=NN3)C)(C)C)F 7-chloro-6-fluoro-1,4,4,9-tetramethyl-4,5-dihydro-[1,2,4]triazolo[4,3-a]quinoxaline